C(C)(C)(C)OC(N(C1(CC1)CC#N)CC(O)C1=CC(=CC=C1)Cl)=O tert-butyl-N-[2-(3-chlorophenyl)-2-hydroxyethyl]-N-[1-(cyanomethyl)cyclopropyl]carbamate